(R)-4-(dideutero(1-methyl-1H-pyrazol-4-yl)methyl)-8-fluoro-1-methyl-N-(1-methylcyclopropyl)-5-oxo-1,2,4,5-tetrahydro-imidazo[1,2-a]quinazoline-7-sulfonamide [2H]C(N1C=2N(C3=CC(=C(C=C3C1=O)S(=O)(=O)NC1(CC1)C)F)[C@@H](CN2)C)(C=2C=NN(C2)C)[2H]